Nα-Fmoc-S-trityl-L-homocysteine C(=O)(OCC1C2=CC=CC=C2C2=CC=CC=C12)N[C@@H](CCSC(C1=CC=CC=C1)(C1=CC=CC=C1)C1=CC=CC=C1)C(=O)O